C1(CCC1)C=1C(=NN(C1NC(CC(C(F)(F)F)(C)C)=O)C)CC1=CC(=CC=C1)F N-(4-cyclobutyl-3-(3-fluorobenzyl)-1-methyl-1H-pyrazol-5-yl)-4,4,4-trifluoro-3,3-dimethylbutanamide